methyl-1,3-benzothiazol CC=1SC2=C(N1)C=CC=C2